(3R,4S)-N-(2-(2,5-dioxo-2,5-dihydro-1H-pyrrol-1-yl)ethyl)-3,4-dihydroxycyclopentane-1-carboxamide O=C1N(C(C=C1)=O)CCNC(=O)C1C[C@H]([C@H](C1)O)O